C(#N)C=1C=CC(=C2N=CC=NC12)N1CC(CC(C1)C1CC1)NC(OC(C)(C)C)=O tert-Butyl N-[1-(8-cyanoquinoxalin-5-yl)-5-cyclopropylpiperidin-3-yl]carbamate